Bis(2-pentylheptyl) 12-(3-(diethylamino)propyl)-6,18-dihexyl-8,16-dioxo-7,9,15,17-tetraoxa-12-azatricosanedioate methyl-4-(4-amino-3-methyl-pyrazol-1-yl)cyclohexanecarboxylate COC(=O)C1CCC(CC1)N1N=C(C(=C1)N)C.C(C)N(CCCN(CCOC(OC(CCCCC(=O)OCC(CCCCC)CCCCC)CCCCCC)=O)CCOC(OC(CCCCC(=O)OCC(CCCCC)CCCCC)CCCCCC)=O)CC